ethyl (2S,3S)-1-((S)-tert-butylsulfinyl)-3-phenylazepine-2-carboxylate C(C)(C)(C)[S@](=O)N1C(=C(C=CC=C1)C1=CC=CC=C1)C(=O)OCC